(1S,9bS)-1-(2-(difluoromethoxy)phenyl)-8-(2-((R)-2-(methoxymethyl)pyrrolidin-1-yl)pyrimidin-5-yl)-2,3-dihydro-1H-pyrrolo[2,1-a]isoindol-5(9bH)-one FC(OC1=C(C=CC=C1)[C@@H]1CCN2[C@@H]1C1=CC(=CC=C1C2=O)C=2C=NC(=NC2)N2[C@H](CCC2)COC)F